N-cyclohexyl-N-ethyl-3-[2-(trans-4-ethylcyclohexyl)-1H-imidazo[4,5-c]pyridin-1-yl]propanamide C1(CCCCC1)N(C(CCN1C(=NC=2C=NC=CC21)[C@@H]2CC[C@H](CC2)CC)=O)CC